N-(2-amino-ethyl)-3-aminopropane NCCNCCC